7-(4-(cyclopentylmethoxy)piperidin-1-yl)-2,6-dimethyl-[1,2,4]triazolo[4,3-a]pyrimidin-3(2H)-one C1(CCCC1)COC1CCN(CC1)C1=NC=2N(C=C1C)C(N(N2)C)=O